(S)-1-(6-(piperidin-1-ylmethyl)-4-((1-(3,4,5-trimethoxyphenyl)-1H-imidazol-4-yl)amino)thieno[2,3-d]pyrimidin-2-yl)pyrrolidine-2-carboxamide N1(CCCCC1)CC1=CC2=C(N=C(N=C2NC=2N=CN(C2)C2=CC(=C(C(=C2)OC)OC)OC)N2[C@@H](CCC2)C(=O)N)S1